Cl.O[C@H]1C[C@H](NC1)C(C)NC(=O)C1=CN(CCS1)C=1C2=C(N=CN1)NC=C2C N-(1-((2S,4S)-4-hydroxypyrrolidin-2-yl)ethyl)-4-(5-methyl-7H-pyrrolo[2,3-d]pyrimidin-4-yl)-3,4-dihydro-2H-1,4-thiazine-6-carboxamide hydrochloride